2-methyl-1-(2-(5-(p-tolyl)-1H-imidazol-2-yl)piperidin-1-yl)but-3-en-1-one CC(C(=O)N1C(CCCC1)C=1NC(=CN1)C1=CC=C(C=C1)C)C=C